BrC1=C2C=C(N(C2=CC=C1)CC(F)(F)F)C#CCN(C1=C(C=C(C(=O)OC)C=C1)OC)C(=O)OC(C)(C)C methyl 4-((3-(4-bromo-1-(2,2,2-trifluoroethyl)-1H-indol-2-yl)prop-2-yn-1-yl)(tert-butoxycarbonyl)amino)-3-methoxybenzoate